(Z,Z,E)-6,9,11-Heptadecatriene CCCCC\C=C/C\C=C/C=C/CCCCC